ethyl-(3,3,3-trifluoro n-propyl) ether C(C)OCCC(F)(F)F